FC=1C(=CC=C2C(=NN(C12)C)I)C1CCN(CC1)C(=O)OC(C)(C)C tert-butyl 4-(7-fluoro-3-iodo-1-methyl-1H-indazol-6-yl)piperidine-1-carboxylate